rac-trans-tert-butyl (3r,4r)-3-methoxy-4-(tosyloxy)pyrrolidine-1-carboxylate CO[C@@H]1CN(C[C@H]1OS(=O)(=O)C1=CC=C(C)C=C1)C(=O)OC(C)(C)C |r|